C(C)C(CN1C2=C(C3=C1C=CS3)SC3=C2N(C2=C3SC=C2)CC(CCCC)CC)CCCC 4,5-bis(2-ethylhexyl)-dithieno[2,3-d:2',3'-d']thieno[3,2-b:4,5-b']dipyrrole